FC1=C(C(=C(C=C1OC)OC)F)C1=CC2=C(N=C(N=C2)N[C@@H]2COCC[C@@H]2NC(C=C)=O)C(=N1)NCCOC N-((3S,4S)-3-((6-(2,6-difluoro-3,5-dimethoxyphenyl)-8-((2-methoxyethyl)amino)pyrido[3,4-d]pyrimidin-2-yl)amino)tetrahydro-2H-pyran-4-yl)acrylamide